7-methoxy-6-morpholinoquinolin-4(1H)-one COC1=C(C=C2C(C=CNC2=C1)=O)N1CCOCC1